FC(C1=NC=C(C(=C1)C1=C(C=NC(=C1)C)C(=O)NC=1SC2=C(C=NC(=C2)C2=NN=CN2C)N1)OC)F 2'-(difluoromethyl)-5'-methoxy-6-methyl-N-(6-(4-methyl-4H-1,2,4-triazol-3-yl)thiazolo[4,5-c]pyridin-2-yl)-[4,4'-bipyridyl]-3-carboxamide